COC=1C=CC=C(C#N)C1 5-Methoxybenzonitrile